i-amylamine C(CC(C)C)N